6-(4-(4-ethylpiperazine-1-carbonyl)phenyl)-7-((5-methoxy-7-methyl-1H-indol-4-yl)methyl)-7-azaspiro[3.5]nonane-2-carbonitrile C(C)N1CCN(CC1)C(=O)C1=CC=C(C=C1)C1CC2(CC(C2)C#N)CCN1CC1=C2C=CNC2=C(C=C1OC)C